C1(=CC=CC=C1)\C=C/C(=O)O (Z)-3-Phenylacrylic acid